methyl 4-bromo-5-(methoxymethoxy)-2-methyl-indazole-7-carboxylate BrC=1C2=CN(N=C2C(=CC1OCOC)C(=O)OC)C